C(=CC)N1CC(CCC1)C=1N=C(N2C(=NC=CC21)N)C2=NC=C(C(=O)NC1=NC=CC=C1)C=C2 6-(1-(1-propenylpiperidin-3-yl)-5-aminoimidazo[1,5-c]pyrimidin-3-yl)-N-(pyridin-2-yl)nicotinamide